[3-(1-methyl-1H-pyrazol-5-yl)-2-phenylpyrazolo[1,5-a]pyridin-6-yl]carbamic acid tert-butyl ester C(C)(C)(C)OC(NC=1C=CC=2N(C1)N=C(C2C2=CC=NN2C)C2=CC=CC=C2)=O